4-cyclopropyl-6-fluoro-3-iodo-2-methylbenzoic acid methyl ester COC(C1=C(C(=C(C=C1F)C1CC1)I)C)=O